ClC=1C(=CC=C2C=CC(=NC12)NC1=CC2=C(OC(O2)(F)F)C=C1)C=1CCOCC1 8-Chloro-N-(2,2-difluorobenzo[d][1,3]dioxolan-5-yl)-7-(3,6-dihydro-2H-pyran-4-yl)quinolin-2-amine